2-bromo-4-(6,6-dimethyl-4-oxo-4,5,6,7-tetrahydro-1H-indazol-1-yl)benzonitrile BrC1=C(C#N)C=CC(=C1)N1N=CC=2C(CC(CC12)(C)C)=O